S-methyl-methionine C[S+](CC[C@H](N)C(=O)O)C